FC=1C=C(C=CC1)C1=NOC(=C1C(=O)NC=1C=C2CCC(NC2=CC1)=O)C 3-(3-fluorophenyl)-5-methyl-N-(2-oxo-3,4-dihydro-1H-quinolin-6-yl)isoxazole-4-carboxamide